C(=O)C=1C=C(C2=C(N=C(O2)C=2C(=C(C=CC2)C2=C(C(=CC=C2)NC=2C3=C(N=C(N2)C)C=C(C=N3)CN3C[C@@H](CC3)O)C)C)C1)C#N (R)-5-formyl-2-(3'-((7-((3-hydroxypyrrolidin-1-yl)methyl)-2-methylpyrido[3,2-d]pyrimidin-4-yl)amino)-2,2'-dimethyl-[1,1'-biphenyl]-3-yl)benzo[d]oxazole-7-carbonitrile